2-(3,4-Dihydroxyphenyl)-3,4-dihydro-2H-1-benzopyran OC=1C=C(C=CC1O)C1OC2=C(CC1)C=CC=C2